3-(5-((2-morpholinocyclopentyl)oxy)-1-oxoisoindolin-2-yl)piperidine-2,6-dione O1CCN(CC1)C1C(CCC1)OC=1C=C2CN(C(C2=CC1)=O)C1C(NC(CC1)=O)=O